O=C1NC(CCC1NC(=O)C=1C=C(C=CC1F)N1CCN(CC1)CCCNC(OC(C)(C)C)=O)=O Tert-butyl (3-(4-(3-((2,6-dioxopiperidin-3-yl)carbamoyl)-4-fluorophenyl)piperazin-1-yl)propyl)carbamate